NC1=CC(=C(OC=2C(=C3C4(C(NC3=CC2)=O)CC4)Cl)C(=C1)Cl)Cl 5'-(4-amino-2,6-dichlorophenoxy)-4'-chlorospiro[cyclopropane-1,3'-indolin]-2'-one